[I-].C[NH+]1C(N(C2=C1C=CC(=C2)C)C)C 1,2,3,5-tetramethyl-1H-benzimidazolium iodide